(S)-methyl 2-((S)-3-cyclopropyl-2-(4-methoxy-1H-indole-2-carboxamido)propanamido)-3-((R)-5,5-dimethyl-2-oxopyrrolidin-3-yl)propanoate C1(CC1)C[C@@H](C(=O)N[C@H](C(=O)OC)C[C@H]1C(NC(C1)(C)C)=O)NC(=O)C=1NC2=CC=CC(=C2C1)OC